C1=C(C=CC2=CC=CC=C12)C1=NN(C2=CC=CC=C12)S(=O)(=O)C1=CC=C(C)C=C1 3-(naphthalen-2-yl)-1-tosyl-1H-indazole